CN(C1=NC=C(C=N1)C=1C=C2C=3CCCC(C3NC2=CC1)N[C@H](C)C1=CC=CC=C1)C 6-(2-(dimethylamino)pyrimidin-5-yl)-N-((R)-1-phenylethyl)-2,3,4,9-tetrahydro-1H-carbazol-1-amine